2-(R)-Pyrrolidinebutanoic acid N1[C@@H](CCC1)CCCC(=O)O